BrC=1C=C(CN2C(=C(C3=C2N=CN(C3=N)[C@@H]3CC[C@H](CC3)O)C3=CC=CC=C3)C3=CC=CC=C3)C=CC1 (trans)-4-(7-(3-bromobenzyl)-4-imino-5,6-diphenyl-4,7-dihydro-3H-pyrrolo[2,3-d]pyrimidin-3-yl)cyclohexan-1-ol